3-(4-((2-(3-morpholinopropoxy)ethyl)thio)-1-oxoisoindolin-2-yl)piperidine-2,6-dione O1CCN(CC1)CCCOCCSC1=C2CN(C(C2=CC=C1)=O)C1C(NC(CC1)=O)=O